1-((2'-(N-(4-chloro-5-methylisoxazol-3-yl)sulfamoyl)-2-(ethoxymethyl)-[1,1'-biphenyl]-4-yl)methyl)-4-ethyl-2-propyl-1H-imidazole-5-carboxamide ClC=1C(=NOC1C)NS(=O)(=O)C1=C(C=CC=C1)C1=C(C=C(C=C1)CN1C(=NC(=C1C(=O)N)CC)CCC)COCC